COC1=CC=C(C=C1)C#CCCO 4-(4-methoxyphenyl)but-3-yn-1-ol